2-methyl-4-(1-methyl-1H-benzo[d]imidazole-2-yl)aniline ethyl-4-[4-[2-(diethoxyphosphoryl)ethyl]piperidin-1-yl]-5H-pyrrolo[3,2-d]pyrimidine-7-carboxylate C(C)OC(=O)C1=CNC2=C1N=CN=C2N2CCC(CC2)CCP(=O)(OCC)OCC.CC2=C(N)C=CC(=C2)C2=NC1=C(N2C)C=CC=C1